1-[1-(5-chloropyridin-2-yl)-1H-imidazo[4,5-b]pyridin-2-yl]ethanamine Trifluoroacetate FC(C(=O)O)(F)F.ClC=1C=CC(=NC1)N1C(=NC2=NC=CC=C21)C(C)N